OC[C@H]1CN(CCN1C1=NC(=NC=2C[C@@H](CCC12)C1=CC(=CC2=CC=CC=C12)O)OC[C@H]1N(CCC1)C)C(C=C)=O 1-[(3R)-3-(hydroxymethyl)-4-[(7R)-7-(3-hydroxy-1-naphthyl)-2-[[(2S)-1-methylpyrrolidin-2-yl]methoxy]-5,6,7,8-tetrahydroquinazolin-4-yl]piperazin-1-yl]prop-2-en-1-one